((R)-2-(benzofuran-3-yl)-1-(4-oxospiro[2.4]heptane-1-carboxamido)ethyl)boronic acid O1C=C(C2=C1C=CC=C2)C[C@H](NC(=O)C2CC21C(CCC1)=O)B(O)O